isopropoxypyruvate C(C)(C)OCC(C(=O)[O-])=O